FC(COC1=NC=C(C(=C1)N1C(C(C2=CC(=CC=C12)C(=O)NC1(CS(C1)(=O)=O)C)(C)C)=O)F)F 1-[2-(2,2-difluoro-ethoxy)-5-fluoro-4-pyridyl]-3,3-dimethyl-N-(3-methyl-1,1-dioxo-thietan-3-yl)-2-oxo-indoline-5-carboxamide